C(C)(C)(C)OC(=O)N(C1=NN=C(S1)NC1=CC(=C(C=2C1=NON2)N2CCOCC2)C(=O)OC)C Methyl 7-((5-((tert-butoxycarbonyl) (methyl) amino)-1,3,4-thiadiazol-2-yl) amino)-4-morpholinobenzo[c][1,2,5]oxadiazole-5-carboxylate